C(#N)C=1C=C(C(=O)O)C=C(C1O)C1=CC2=C(NC=N2)C=C1 3-cyano-4-hydroxy-5-(1H-benzimidazol-5-yl)benzoic acid